benzotriazole-1-yloxytris-(dimethylamino)phosphonium hexafluorophosphate F[P-](F)(F)(F)(F)F.N1(N=NC2=C1C=CC=C2)O[P+](N(C)C)(N(C)C)N(C)C